C(C)C1=C(C=C(C(=C1)O)F)C1=CC=C2C(=NNC2=C1)C=1NC=C(N1)CN1CCC(CC1)O 1-((2-(6-(2-ethyl-5-fluoro-4-hydroxyphenyl)-1H-indazol-3-yl)-1H-imidazol-4-yl)methyl)piperidin-4-ol